C(C)(C)OC(=O)[C@@H]1C[C@H](CCC1)OC=1C(=NC(=CC1)C1=C(C(=NO1)C)CO)C (1S,3S)-3-((6-(4-(hydroxymethyl)-3-methylisoxazol-5-yl)-2-methyl-pyridin-3-yl)oxy)cyclohexane-1-carboxylic acid isopropyl ester